FC(C1CC(CNC1)C(=O)N)(F)F 5-(trifluoromethyl)piperidine-3-carboxamide